O=C1N(C(C2=CC=CC=C12)=O)CC1=CC(=C(C#N)C=C1F)OCC 4-((1,3-dioxoisoindolin-2-yl)methyl)-2-ethoxy-5-fluorobenzonitrile